FC(OC=1C=C(C=CC1)C1=CC(=CS1)C(=O)NC1=NC(=NS1)CC(C)N1CCOCC1)F 5-(3-(Difluoromethoxy)phenyl)-N-(3-(2-morpholinopropyl)-1,2,4-thiadiazol-5-yl)thiophene-3-carboxamide